[O-]C#N.C(CCCCCCCC)C1=C(C=CC=C1)O nonylphenol cyanate